C1CNCCC12CCC(CC2)N2CCN(CC2)C=2C=C1CN(C(C1=CC2)=O)[C@@H]2C(NC(CC2)=O)=O (3S)-3-[5-[4-(3-azaspiro[5.5]undecan-9-yl)piperazin-1-yl]-1-oxo-isoindolin-2-yl]piperidine-2,6-dione